FC(OC=1C=C(C=CC1)N1C(C(C2=CC(=CC=C12)C(=O)N[C@H]1CS([C@@H](C1)C)(=O)=O)(C)C)=O)F 1-(3-(difluoromethoxy)phenyl)-3,3-dimethyl-N-((3R,5R)-5-methyl-1,1-dioxidotetrahydrothiophen-3-yl)-2-oxoindoline-5-carboxamide